(6'-hydroxy-8'-oxo-8'H-spiro[cyclopentane-1,5'-indolizine]-7'-carbonyl)-L-alanine OC=1C2(N3C=CC=C3C(C1C(=O)N[C@@H](C)C(=O)O)=O)CCCC2